The molecule is a flavonoid oxoanion obtained by deprotonation of the 5-hydroxy group of genistein 7-O-beta-D-glucoside. It is the major microspecies at pH 7.3 (according to Marvin v 6.2.0.). It is a conjugate base of a genistein 7-O-beta-D-glucoside. C1=CC(=CC=C1C2=COC3=CC(=CC(=C3C2=O)[O-])O[C@H]4[C@@H]([C@H]([C@@H]([C@H](O4)CO)O)O)O)O